(E)-N-(2-cyclohexylethyl)-3-((4-(2-(pyridin-2-yl)vinyl)phenyl)amino)benzamide C1(CCCCC1)CCNC(C1=CC(=CC=C1)NC1=CC=C(C=C1)\C=C\C1=NC=CC=C1)=O